N1C(=CC=C1)C(=O)OC methyl pyrrole-2-carboxylate